3-(3-fluorophenyl)-2-hydroxy-2-methyl-N-(p-tolyl)propanamide FC=1C=C(C=CC1)CC(C(=O)NC1=CC=C(C=C1)C)(C)O